FC1(CN(CCC1)CC1=CC=C(C=C1)[C@H](C)NC1=NC=C2C=CC(N(C2=C1)CC(C)(C)C)=O)F 7-{(S)-1-[4-(3,3-Difluoro-piperidin-1-ylmethyl)-phenyl]-ethylamino}-1-(2,2-dimethyl-propyl)-1H-[1,6]naphthyridin-2-on